[2-(dimethylamino)ethyl]dimethylamine CN(CCN(C)C)C